The molecule is a C-nitro compound in which the nitro compound is ortho to the amino group and meta to the methyl group of p-toluidine. It derives from a p-toluidine. CC1=CC(=C(C=C1)N)[N+](=O)[O-]